FC1=CC=C(C=C1)C(=O)C1=CNC=2N=C(N=C(C21)N[C@H](CO)CC(C)C)NC2=CC=C(C=C2)N2CCN(CC2)C (S)-(4-fluorophenyl)(4-((1-hydroxyl-4-methylpentan-2-yl)amino)-2-((4-(4-methylpiperazin-1-yl)phenyl)amino)-7H-pyrrolo[2,3-d]pyrimidin-5-yl)methanone